2,2-dipropyl-octanoic acid C(CC)C(C(=O)O)(CCCCCC)CCC